C(C1=CC=CC=C1)OC([C@H](C(C)C)NCCC1(CN(CC1)C(=O)OC(C)(C)C)C(=O)OC)=O 1-{tert-butyl} 3-methyl 3-(2-(((S)-1-(benzyloxy)-3-methyl-1-oxobutan-2-yl)amino)ethyl)pyrrolidine-1,3-dicarboxylate